N-{[3-(8-{[(3S,4R)-3-fluoro-1-methylpiperidin-4-yl]amino}-3-[(trifluoromethyl)sulfanyl]indolizin-2-yl)-1,2,4-oxadiazol-5-yl]methyl}oxetane-3-carboxamide F[C@H]1CN(CC[C@H]1NC1=CC=CN2C(=C(C=C12)C1=NOC(=N1)CNC(=O)C1COC1)SC(F)(F)F)C